IC1=C(C(=CC=C1)OC)OC 1-iodo-2,3-dimethoxy-benzene